FC1(CCC(CC1)N(C(=O)[C@@H]1[C@@H]2C[C@@H]2CN1S(=O)(=O)C1=CC=C(C)C=C1)CC=1C=CC2=C(N=C(S2)C)C1)F |o1:10,11,13| (1R*,2S*,5S*)-3-(Toluene-4-sulfonyl)-3-azabicyclo[3.1.0]hexane-2-carboxylic acid (4,4-difluoro-cyclohexyl)-(2-methyl-benzothiazol-5-ylmethyl)-amide